2H-ISOQUINOLIN-1-ONE-6-BORONIC ACID C1(NC=CC2=CC(=CC=C12)B(O)O)=O